4-Amino-1-(2-aminophenyl)-7-bromo-2-oxo-1,2-dihydroquinoline-3-carboxylic acid methyl ester COC(=O)C=1C(N(C2=CC(=CC=C2C1N)Br)C1=C(C=CC=C1)N)=O